Cl.N[C@@H](CC(=O)O)C(NC1=CC=C(C=C1)C1=NC(=NO1)C1=CC(=CC=C1)C(F)(F)F)=O (3S)-3-Amino-4-oxo-4-[(4-{3-[3-(trifluoromethyl)phenyl]-1,2,4-oxadiazol-5-yl}phenyl)amino]butanoic acid hydrochloride